BrC1=CN=C(C(=N1)CNC(=O)[C@H]1C[C@@H](CC1)NC(OC(C)(C)C)=O)Cl tert-Butyl N-[(1R,3R)-3-[(6-bromo-3-chloro-pyrazin-2-yl)methylcarbamoyl]cyclopentyl]carbamate